O1CCCC2=CC(=CN=C12)NC1=NC(=NC=C1)NC1=CC(=C(C=C1)OCCCN1CCCCC1)OC 4-(3,4-dihydro-2H-1-oxa-8-azanaphth-6-ylamino)-2-[3-methoxy-4-(3-piperidinopropoxy)phenylamino]pyrimidine